(S)-2-(1-hydroxy-4-methyl-3-pentenyl)-1,4,5,8-tetramethoxynaphthalene O[C@@H](CC=C(C)C)C1=C(C2=C(C=CC(=C2C(=C1)OC)OC)OC)OC